BrC=1C=C2C(=NC1C(=O)OC)NC=C2 methyl 5-bromo-1H-pyrrolo[2,3-b]pyridine-6-carboxylate